COC1=CC=C(C=C1)CN(S(=O)(=O)C1=C(C=C(C=C1)CC1=C(C=C(N1CC1CC1)C(N)=S)Br)F)CC1=CC=C(C=C1)OC 5-[[4-[bis[(4-methoxyphenyl)methyl]sulfamoyl]-3-fluoro-phenyl]methyl]-4-bromo-1-(cyclopropylmethyl)pyrrole-2-carbothioamide